C(C)(C)(C)OC(NS(NCC1=CC(=CC=C1)C1=NNC(C2=CC=CC=C12)=O)(=O)=O)=O (N-(3-(4-oxo-3,4-dihydrophthalazin-1-yl)benzyl)sulfamoyl)carbamic acid tert-butyl ester